(S)-2-(2-((6-bromo-4-(((tert-butyldiphenylsilyl)oxy)methyl)pyridin-2-yl)amino)butoxy)acetic acid BrC1=CC(=CC(=N1)N[C@H](COCC(=O)O)CC)CO[Si](C1=CC=CC=C1)(C1=CC=CC=C1)C(C)(C)C